NC(NCCCC[C@@H](C(NCCCC[C@H](NC(N[C@@H](CCC(=O)OC(C)(C)C)C(=O)OC(C)(C)C)=O)C(=O)OC(C)(C)C)=O)N)=O tri-tert-butyl (7S,14S,18S)-1,7-diamino-1,8,16-trioxo-2,9,15,17-tetraazaicosane-14,18,20-tricarboxylate